FC=1C=C(C=O)C=C(C1OC1=CC(=NC=C1)C)F 3,5-difluoro-4-((2-methylpyridin-4-yl)oxy)benzaldehyde